N,2-bis[(2R)-1,4-dioxan-2-ylmethyl]-8-methyl-4,5-dihydro-2H-furo[2,3-g]indazole-7-carboxamide O1[C@@H](COCC1)CNC(=O)C1=C(C2=C(CCC3=CN(N=C23)C[C@H]2OCCOC2)O1)C